NC=1C2=C(N=CN1)N(C(=C2C2=CC=C(C(=O)N(CC1COC1)C)C=C2)C2=C(C=C(C=C2)NC(C(=C)C)=O)F)C 4-(4-amino-6-(2-fluoro-4-methacrylamido-phenyl)-7-methyl-7H-pyrrolo[2,3-d]pyrimidin-5-yl)-N-methyl-N-(oxetan-3-ylmethyl)benzamide